ClC=1C(=C(C=CC1)S(=O)(=O)Cl)F 3-chloro-2-fluorobenzene-1-sulfonyl chloride